N[C@@H]1[C@@H](OCC1)C1=C(C2=NC(=CC(=C2S1)NCC=1SC=CC1)Cl)Br 2-((2R,3S)-3-aminotetrahydrofuran-2-yl)-3-bromo-5-chloro-N-(thiophen-2-ylmethyl)thieno[3,2-b]pyridin-7-amine